Tert-butyl N-{1-[2-(trifluoromethanesulfonyloxy)ethyl]piperidin-4-yl}carbamate FC(S(=O)(=O)OCCN1CCC(CC1)NC(OC(C)(C)C)=O)(F)F